1-[2-cyano-4-(trifluoromethyl)phenyl]-N-[2-(dimethylamino)ethyl]-4-{2'-ethoxy-3-fluoro-[2,3'-bipyridine]-5-yl}piperidine-4-carboxamide C(#N)C1=C(C=CC(=C1)C(F)(F)F)N1CCC(CC1)(C(=O)NCCN(C)C)C=1C=C(C(=NC1)C=1C(=NC=CC1)OCC)F